ClC=1C=CC=2C3=CC=C(C=C3C(N(C2C1)C)=O)CC(C#N)NC(=O)[C@@H]1[C@H]2CC[C@@H](N1)C2 (1S,2S,4R)-N-[2-(3-chloro-5-methyl-6-oxo-phenanthridin-8-yl)-1-cyano-ethyl]-3-azabicyclo[2.2.1]heptane-2-carboxamide